CNC(C(=O)NCCCC\C=C/CCCCCCCOCC1=NN=NN1)=O N-methyl-N'-[(5Z)-13-[(1H-1,2,3,4-tetrazol-5-yl)methoxy]tridec-5-en-1-yl]ethanediamide